(Z)-2-acetamidophenylcinnamic acid C(C)(=O)NC1=C(C=CC=C1)/C(/C(=O)O)=C/C1=CC=CC=C1